ClC1=C(C=CC=C1)C1=CC(=CC(N1C)=O)N1CCOCC1 6-(2-chlorophenyl)-1-methyl-4-(morpholino)-pyridin-2-one